(R)-(3-(1',2'-dihydrospiro[cyclopropane-1,3'-pyrrolo[2,3-b]pyridin]-5'-yl)-2-fluorophenyl)(2-(1-methyl-1H-pyrazol-4-yl)pyrrolidin-1-yl)methanone N1CC2(C=3C1=NC=C(C3)C=3C(=C(C=CC3)C(=O)N3[C@H](CCC3)C=3C=NN(C3)C)F)CC2